binaphthyl-5,5-disulfonate dipotassium salt [K+].[K+].C1(=CC=CC=2C(CC=CC12)(S(=O)(=O)[O-])S(=O)(=O)[O-])C1=CC=CC2=CC=CC=C12